COC(CN1CCC(CC1)CCCOC1=C(C(=CC=C1)Br)C)=O.CC1=C(OCCCC2CCN(CC2)CC(=O)OC)C=CC=C1B1OC(C(O1)(C)C)(C)C Methyl 2-(4-(3-(2-methyl-3-(4,4,5,5-tetramethyl-1,3,2-dioxaborolan-2-yl)phenoxy)propyl)piperidin-1-yl)acetate Methyl-2-(4-(3-(3-bromo-2-methylphenoxy)propyl)piperidin-1-yl)acetate